CC1=C(C=CC(=C1)C)S(=O)(=O)C(=[N+]=[N-])S(=O)(=O)C1=C(C=C(C=C1)C)C bis(2,4-dimethylbenzenesulfonyl)diazomethane